(3Z)-3-hexenoic acid-(3Z)-3-hexen-1-yl ester C(C\C=C/CC)OC(C\C=C/CC)=O